NC=1C=C(C(=NC1)C#N)C(F)(F)F 5-amino-3-(trifluoromethyl)cyanopyridine